FC1=C(C(C(C1(F)F)(F)F)(F)F)F perfluorocyclopentene